COC1=C(C=CC=C1)C1CCN(CC1)[C@H]1CC2(CN(C2)C2=NOC(=N2)C(Cl)(Cl)Cl)CC1 (R)-3-(6-(4-(2-methoxyphenyl)piperidin-1-yl)-2-azaspiro[3.4]octan-2-yl)-5-(trichloromethyl)-1,2,4-oxadiazole